ClC=1C=CC(=C(C(=O)NC2=C(C=CC(=C2)C=2OC(=NN2)C=2OC=CC2)F)C1)OCC(F)F 5-Chloro-2-(2,2-difluoroethoxy)-N-(2-fluoro-5-(5-(furan-2-yl)-1,3,4-oxadiazol-2-yl)phenyl)benzamide